2-[4-(7-bromo-1H-indole-2-carbonyl)piperazin-1-yl]-N-cyclopentyl-2-oxoacetamide BrC=1C=CC=C2C=C(NC12)C(=O)N1CCN(CC1)C(C(=O)NC1CCCC1)=O